ClC=1C=CC(=C(C1)C1=CC(=C(N=N1)SCCO)NC1=CC(=NC=C1)NC(=O)[C@@H]1C[C@H](C1)N1CCC(CC1)C(=O)OCC)F Trans-ethyl 1-{3-[(4-{[6-(5-chloro-2-fluorophenyl)-3-[(2-hydroxyethyl)sulfanyl]-pyridazin-4-yl]amino}pyridin-2-yl)carbamoyl]cyclobutyl}-piperidine-4-carboxylate